N1N=CN=C1S 1,2,4-triazole-5-thiol